8-hydroxy-1-oxaspiro[3.4]octane-6-carboxylic acid methyl ester COC(=O)C1CC2(CCO2)C(C1)O